[N-](S(=O)(=O)C(F)(F)F)S(=O)(=O)C(F)(F)F.C(CCC)N1CC=CC=C1 N-butylpyridine bis(trifluoromethanesulfonyl)imide salt